N(=[N+]=[N-])\C(\C(=O)OCC)=C/C1=C(C=C(C=C1)F)OC(C)C ethyl (Z)-2-azido-3-(4-fluoro-2-isopropoxy-phenyl)prop-2-enoate